3-bromo-4-(cyclopropanecarbonyl)-5-fluoropyridinecarbonitrile BrC=1C(=NC=C(C1C(=O)C1CC1)F)C#N